NC(COC)C=1C=CC2=C(N=C(O2)[C@H](C2CCC(CC2)(F)F)NC(OCC2=CC=CC=C2)=O)C1 Benzyl ((1S)-(5-(1-amino-2-methoxyethyl)benzo[d]oxazol-2-yl)(4,4-difluorocyclohexyl)methyl)carbamate